bis[(4-methoxyphenyl)methyl]-1-oxaspiro[3.5]nonan-7-amine COC1=CC=C(C=C1)CC1(OC2(C1)CCC(CC2)N)CC2=CC=C(C=C2)OC